(2S,4R)-4-(2-chloro-4-cyclobutoxyphenylsulfonyl)-N-(1-cyanocyclopropyl)-1-(1-(trifluoromethyl)cyclopropanecarbonyl)pyrrolidine-2-carboxamide ClC1=C(C=CC(=C1)OC1CCC1)S(=O)(=O)[C@@H]1C[C@H](N(C1)C(=O)C1(CC1)C(F)(F)F)C(=O)NC1(CC1)C#N